Cl.N[C@H](C(=O)N[C@@H](CC(=O)O)C=1C=C(C=C(C1F)F)C1=C(C=CC=C1C)C)CC(C)C (3S)-3-[(2S)-2-amino-4-methylpentanamido]-3-{4,5-difluoro-2',6'-dimethyl-[1,1'-biphenyl]-3-yl}propanoic acid hydrochloride